COC(CCCCC\C=C\C=C\C(CCCCCCC)=C=O)=O 11-carbonyl-octadeca-(7E,9E)-dienoic acid methyl ester